N-(3,5-dichloro-4-(2,6-dioxopiperidin-3-yl)benzyl)-1-(pyrimidin-2-yl)cyclobutane-1-carboxamide ClC=1C=C(CNC(=O)C2(CCC2)C2=NC=CC=N2)C=C(C1C1C(NC(CC1)=O)=O)Cl